ClC=1N=CC2=C(N1)N(C(O2)=O)C2CC[Si](CC2)(C)C 5-chloro-3-(1,1-dimethylsilinan-4-yl)oxazolo[4,5-d]pyrimidin-2(3H)-one